1-((4-(tert-butoxycarbonyl)piperazin-1-yl)sulfonyl)-3-methyl-1H-imidazol-3-ium Triflate salt [O-]S(=O)(=O)C(F)(F)F.C(C)(C)(C)OC(=O)N1CCN(CC1)S(=O)(=O)N1C=[N+](C=C1)C